α-cyclohexylglycine C1(CCCCC1)C(N)C(=O)O